(S)-(1-((3-((3-carbamoyl-6-chloro-5-ethylpyrazin-2-yl)amino)-5-fluorophenylethyl)amino)-1-oxopropan-2-yl)(methyl)carbamic acid tert-butyl ester C(C)(C)(C)OC(N(C)[C@H](C(=O)NCCC1=CC(=CC(=C1)F)NC1=NC(=C(N=C1C(N)=O)CC)Cl)C)=O